C1(=CC=CC=C1)N(C=1C=CC=2N(C3=CC=C(C=C3C2C1)N(C1=CC=CC=C1)C1=CC=CC=C1)C1=CC=C(C=C1)C=1C(=CC=C(C1)C1=CC(=NC(=C1)C1=CC=CC=C1)C1=CC=CC=C1)C#N)C1=CC=CC=C1 4'-(3,6-bis(diphenylamino)-9H-carbazol-9-yl)-5-(2,6-diphenylpyridin-4-yl)-[1,1'-biphenyl]-2-carbonitrile